C(CO)(=O)OCCC(C)C isoamyl glycolate